ClC1=CC(=CC=2N1N=CN2)Cl 5,7-dichloro-[1,2,4]triazolo[1,5-a]pyridine